(3R,4S)-1-(4-(7H-pyrrolo[2,3-d]pyrimidin-4-yl)-3,4-dihydro-2H-1,4-thiazine-6-carbonyl)-3-((tert-butoxycarbonyl)amino)piperidine-4-carboxylic acid N1=CN=C(C2=C1NC=C2)N2CCSC(=C2)C(=O)N2C[C@@H]([C@H](CC2)C(=O)O)NC(=O)OC(C)(C)C